O1[C@H](C1)COC1=CC2=C(OCO2)C=C1 5-[[(2R)-oxiran-2-yl]methoxy]-1,3-benzodioxole